CN(C1=CC=C(C=CC=2SC3=C(N2)C(=CC=C3)CCI)C=C1)C 2-(p-dimethylaminostyryl)benzothiazolylethyl iodide